3-amino-6-chloro-4-methylpyridinecarboxylic acid methyl ester COC(=O)C1=NC(=CC(=C1N)C)Cl